([(3-ACETYLPHENYL)SULFONYL]AMINO)ACETIC ACID C(C)(=O)C=1C=C(C=CC1)S(=O)(=O)NCC(=O)O